(3S,4S)-1-Cyclohexyl-4-{[5-(2,4-difluoro-phenyl)-isoxazole-3-carbonyl]-amino}-piperidine-3-carboxylic acid ((1S)-1-[1,2,4]oxadiazol-3-yl-ethyl)-amide O1N=C(N=C1)[C@H](C)NC(=O)[C@H]1CN(CC[C@@H]1NC(=O)C1=NOC(=C1)C1=C(C=C(C=C1)F)F)C1CCCCC1